5-(4'-phenyl-1,1'-biphenyl-4-yl)-8-(1,1'-biphenyl-3-yl)-5H,8H-indolo[2,3-c]Carbazole C1(=CC=CC=C1)C1=CC=C(C=C1)C1=CC=C(C=C1)N1C2=CC=CC=C2C2=C1C=CC=1N(C=3C=CC=CC3C21)C=2C=C(C=CC2)C2=CC=CC=C2